N1CCOCC1 (S)-Morpholine